2,6-diethyl-1-((3-nitro-4-((tetrahydro-2H-pyran-4-yl)methoxy)phenyl)sulfonyl)-1,2,3,4-tetrahydroquinoline C(C)C1N(C2=CC=C(C=C2CC1)CC)S(=O)(=O)C1=CC(=C(C=C1)OCC1CCOCC1)[N+](=O)[O-]